1-(3-chloro-5'-fluoro-2'-hydroxy-3'-(5-(1-isopropyl-1,7-diazaspiro[4.4]nonan-7-yl)-6-methylpyridin-3-yl)-[1,1'-biphenyl]-4-yl)-3-methyl-1H-imidazol-2(3H)-one ClC=1C=C(C=CC1N1C(N(C=C1)C)=O)C1=C(C(=CC(=C1)F)C=1C=NC(=C(C1)N1CC2(CCCN2C(C)C)CC1)C)O